tert-butyl 1-(4-ethoxy carbonylcyclohexen-1-yl)pyrazole-4-carboxylate C(C)OC(=O)C1CC=C(CC1)N1N=CC(=C1)C(=O)OC(C)(C)C